1-(5-(2-(6-(1-carboxycyclopropyl)hexyl)phenyl)pentyl)cyclopropane C(=O)(O)C1(CC1)CCCCCCC1=C(C=CC=C1)CCCCCC1CC1